C(C(=O)OCC)(=O)OCCC(C=C(CCC)C)C 3,5-dimethyloct-4-en-1-yl ethyl oxalate